C(C(=O)OC(C)C)(=O)OC(C)C diisopropyl oxalate